tert-butyl (3S)-3-[[4-[6-(fluoromethylsulfonyl)-1H-indol-3-yl]-5-(trifluoromethyl)pyrimidin-2-yl]amino]piperidine-1-carboxylate FCS(=O)(=O)C1=CC=C2C(=CNC2=C1)C1=NC(=NC=C1C(F)(F)F)N[C@@H]1CN(CCC1)C(=O)OC(C)(C)C